N-(4-chloro-1H-indol-6-yl)-5-(4,4-difluorocyclohex-1-en-1-yl)-1H-1,3-benzodiazol-2-amine ClC1=C2C=CNC2=CC(=C1)NC1=NC2=C(N1)C=CC(=C2)C2=CCC(CC2)(F)F